p-methoxybenzoyl-cinnamaldehyde oxime COC1=CC=C(C=C(C=NO)C(C2=CC=CC=C2)=O)C=C1